FS(C1=CC=CC=C1N)(F)(F)(F)F 6-pentafluorosulfanylaniline